C(C)(=O)N1C(NC(N(C1)C(C)=O)=C=O)=C=O 1,5-diacetyl-2,4-dicarbonylhexahydro-1,3,5-triazine